4-[8-(3,8-diazabicyclo[3.2.1]octan-3-yl)-4-fluoro-6-(3-fluorooxetan-3-yl)-5-methyl-2,7-naphthyridin-3-yl]-5-ethynyl-6-fluoro-naphthalen-2-ol C12CN(CC(CC1)N2)C=2N=C(C(=C1C(=C(N=CC21)C2=CC(=CC1=CC=C(C(=C21)C#C)F)O)F)C)C2(COC2)F